C(=O)OCC1=CC=CC=C1 Benzyl formate